C(C)(C)(C)C=1C=C(C=C(C1O)C(C)(C)C)C(=O)C1=C(C=CC=C1)Br (2-bromophenyl) (3,5-di-tert-butyl-4-hydroxyphenyl) ketone